N-((6-bromo-1-((2-(trimethylsilyl)ethoxy)methyl)-1H-pyrazolo[4,3-b]pyridin-5-yl)methylene)-2-methylpropane-2-sulfinamide BrC=1C=C2C(=NC1C=NS(=O)C(C)(C)C)C=NN2COCC[Si](C)(C)C